C(C)OC(=O)C1=CN(C=CC1=O)C1(CCC1)CC=1C(=NC(=C(C1)OCC1CC1)Cl)Br 1-(1-((2-bromo-6-chloro-5-(cyclopropylmethoxy)pyridin-3-yl)methyl)cyclobutyl)-4-oxo-1,4-dihydropyridine-3-carboxylic acid ethyl ester